C1(=CC=C(C=C1)N(CCO)CCO)C N-(p-tolyl)diethanolamine